5-chloro-2-(difluoromethyl)-N-((1r,4r)-4-((2-oxo-3-(5-(2-oxoimidazolidin-1-yl)pyridin-2-yl)-2,3-dihydro-1H-benzo[d]imidazol-1-yl)methyl)cyclohexyl)nicotinamide ClC=1C=NC(=C(C(=O)NC2CCC(CC2)CN2C(N(C3=C2C=CC=C3)C3=NC=C(C=C3)N3C(NCC3)=O)=O)C1)C(F)F